dipropoxydichlorosilane C(CC)O[Si](Cl)(Cl)OCCC